N=1C=NN2C1C=CC(=C2)C=2N=C(NC2C2=NC(=CC=C2)C)CNC(=O)C2=CC1=CC=CC=C1C=C2 N-((4-([1,2,4]triazolo[1,5-a]pyridin-6-yl)-5-(6-methylpyridin-2-yl)-1H-imidazol-2-yl)methyl)-2-naphthalamide